C(CCCC=CCCC=CCC=CCCCCC)(=O)O octadec-5,9,12-trienoic acid